2,4-dimethyl-2-isopropylpentanoic acid CC(C(=O)O)(CC(C)C)C(C)C